OC[C@H]1CN(CC1)C1=CC(=NC=N1)N1N=CC2=CC=C(C=C12)C1(CC2(CC2)C1)C#N (R)-5-(1-(6-(3-(hydroxymethyl)pyrrolidin-1-yl)pyrimidin-4-yl)-1H-indazol-6-yl)spiro[2.3]hexane-5-carbonitrile